COC1=C(C=CC(=C1)C#CC)C1=C(C2CCC(C1=O)C2)[O-] 3-[2-methoxy-4-(prop-1-yn-1-yl)phenyl]-4-oxobicyclo[3.2.1]oct-2-en-2-olat